3-(6-(6-(4-methoxypyridin-3-yl)-4-methyl-1H-pyrazolo[4,3-c]pyridin-1-yl)-4-((2R,3S)-2-methyl-3-((methylsulfonyl)methyl)azetidin-1-yl)pyridin-2-yl)-3,6-diazabicyclo[3.1.1]heptane COC1=C(C=NC=C1)C1=CC2=C(C(=N1)C)C=NN2C2=CC(=CC(=N2)N2CC1NC(C2)C1)N1[C@@H]([C@H](C1)CS(=O)(=O)C)C